COC1=C(C=CC=C1)C=1N(N=C2[C@@H](NCCC21)C)C (S)-3-(2-methoxyphenyl)-2,7-dimethyl-4,5,6,7-tetrahydro-2H-pyrazolo[3,4-c]pyridine